ClC1=C(OC2=CCN(C(=C2)C(F)(F)F)C2=CC(=CC=C2)S(=O)(=N)C)C=CC(=C1)OC(F)(F)F 4-[2-chloro-4-(trifluoromethoxy)phenoxy]-N-[3-(methylsulfonimidoyl)phenyl]-6-(trifluoromethyl)pyridine